(S)-8-((3S,5R)-3,5-dimethylpiperazin-1-yl)-11-(4-fluorophenyl)-3-(2-oxopyridin-1(2H)-yl)-10-(trifluoromethyl)-3,4-dihydro-[1,4]thiazepino[2,3,4-ij]quinazolin-6(2H)-one C[C@H]1CN(C[C@H](N1)C)C1=NC(N2C3=C(C(=C(C=C13)C(F)(F)F)C1=CC=C(C=C1)F)SC[C@H](C2)N2C(C=CC=C2)=O)=O